6-(4-chlorobenzyl)-3-cyclohexyl-8-(morpholin-4-yl)-2,6-dihydroimidazo[1,2-c]pyrido[2,3-e]pyrimidin-5(3H)-one ClC1=CC=C(CN2C(N3C(C4=C2C=C(C=N4)N4CCOCC4)=NCC3C3CCCCC3)=O)C=C1